19-methylheneicosyl eicos-11-enoate C(CCCCCCCCCC=CCCCCCCCC)(=O)OCCCCCCCCCCCCCCCCCCC(CC)C